ClC1=C(C=C(C=C1[N+](=O)[O-])[N+](=O)[O-])O 2-chloro-3,5-dinitrophenol